tert-butyl 3-[8-fluoro-2-(2,3,5,6,7,8-hexahydro-1H-indolizin-8a-ylmethoxy)-7-(3-hydroxy-1-naphthyl)pyrido[4,3-d]pyrimidin-4-yl]-3,8-diazabicyclo[3.2.1]octane-8-carboxylate FC1=C(N=CC2=C1N=C(N=C2N2CC1CCC(C2)N1C(=O)OC(C)(C)C)OCC12CCCCN2CCC1)C1=CC(=CC2=CC=CC=C12)O